(2R,4S)-N-(4-(1H-pyrazol-5-yl)phenyl)-1-(benzo[d][1,3]dioxol-4-ylmethyl)-4-fluoropyrrolidine-2-carboxamide N1N=CC=C1C1=CC=C(C=C1)NC(=O)[C@@H]1N(C[C@H](C1)F)CC1=CC=CC=2OCOC21